CCCCCCC/C=C\CCCCCCCC(=O)OC[C@H](COP(=O)([O-])OCC[N+](C)(C)C)O 1-(9Z-heptadecenoyl)-glycero-3-phosphocholine